CC1=CC=CC=C1NC(=O)C(C)Cl 2-Chloro-N-(2-METHYLPHENYL)propanamide